C(CCOCCOCCOCCOCCOCCOCCOCCOCCOCCC(=O)ON1C(CCC1=O)=O)(=O)ON1C(CCC1=O)=O bis(2,5-dioxopyrrolidin-1-yl) 4,7,10,13,16,19,22,25,28-nonaoxahentriacontanedioate